N1N=CC(=C1)C1=CC=C(C=C1)NC=1C2=C(N=C(N1)C1=CC=C3C=C(NC3=C1)C(=O)N(C)C)C=CS2 6-(4-((4-(1H-pyrazol-4-yl)phenyl)amino)thieno[3,2-d]pyrimidin-2-yl)-N,N-dimethyl-1H-indole-2-carboxamide